3-hydroxyflavone OC1=C(OC2=CC=CC=C2C1=O)C1=CC=CC=C1